BrC=1C2=C(C=3C(=NC(=NC3C1F)SCC)N1[C@H](CC1)C(=O)N)COC2 (R)-1-(6-Bromo-3-(ethylthio)-5-fluoro-7,9-dihydrofuro[3,4-f]quinazolin-1-yl)azetidine-2-carboxamide